NC=1C(=NC(=CC1)C=1C=C2C(=CC=NC2=CC1)N)C(=O)NC1CCN(CC1)C 3-amino-6-(4-amino-6-quinolyl)-N-(1-methyl-4-piperidyl)pyridine-2-carboxamide